ClC1=C(C=CC=2C(=C3N(C12)CC(NCC3)=O)C=3C=NNC3)Cl 7,8-Dichloro-11-(1H-pyrazol-4-yl)-1,2,3,5-tetrahydro-[1,4]diazepino[1,7-a]indol-4-one